N-[6-[2-[2-(Dimethylamino)ethoxy]pyrimidin-5-yl]-2-methoxy-3-pyridyl]-5-methyl-3-phenyl-isoxazole-4-carboxamide CN(CCOC1=NC=C(C=N1)C1=CC=C(C(=N1)OC)NC(=O)C=1C(=NOC1C)C1=CC=CC=C1)C